3-(3-((4-(3-aminopropoxy)-N-methylphenylsulfonamido)methyl)-4-methylphenyl)-3-(7-methoxy-1-methyl-1H-benzo[d][1,2,3]triazol-5-yl)propanoic acid TFA salt OC(=O)C(F)(F)F.NCCCOC1=CC=C(C=C1)S(=O)(=O)N(C)CC=1C=C(C=CC1C)C(CC(=O)O)C1=CC2=C(N(N=N2)C)C(=C1)OC